O=C1N(CC2=CC(=CC=C12)OC1C(CCC1)N1CC(C1)OCC(F)(F)F)C1C(NC(CC1)=O)=O 3-(1-oxo-5-((2-(3-(2,2,2-trifluoroethoxy)azetidin-1-yl)cyclopentyl)oxy)isoindolin-2-yl)piperidine-2,6-dione